ClC=1C=C2C(=NC(N3C2=C(C1C1=C(C=C(C=C1)F)F)SC[C@H](C3)OC)=O)O (S)-10-chloro-11-(2,4-difluorophenyl)-8-hydroxy-3-methoxy-3,4-dihydro-2H,6H-[1,4]thiazepino[2,3,4-ij]quinazolin-6-one